ClCCCCCOC1=CC=C(C=C1)N=NC1=CC=C(C(=O)NC2=C3CN(C(C3=CC=C2)=O)C2C(NC(CC2)=O)=O)C=C1 4-((4-(5-chloropentyloxy)phenyl)diazenyl)-N-(2-(2,6-dioxopiperidin-3-yl)-1-oxoisoindol-4-yl)benzamide